2-(aminomethyl)-2-methyl-1,3-propylenediamine NCC(CN)(CN)C